BrC=1C(=C(C(=CC1C)C)C1=CC=CC2=C1N=C(S2)NCC(C)(C)C)C 4-(3-bromo-2,4,6-trimethylphenyl)-N-neopentylbenzothiazol-2-amine